BrC=1C=C(C=2N(C1)N=CC2C(=O)O)OC 6-Bromo-4-methoxypyrazolo[1,5-a]pyridine-3-carboxylic acid